CN1CCN(CC1)C1=CC=C(C=C1)NC1=CC(=NN1)C1=CC=C(S1)C(=O)N 5-(5-(4-(4-methylpiperazin-1-yl)phenylamino)-1H-pyrazol-3-yl)thiophene-2-carboxamide